[Na+].C(C)C(CC(C(C(=O)[O-])S(=O)(=O)O)(C(=O)[O-])CC(CCCC)CC)CCCC.[Na+] bis(2-ethylhexyl)-sulfosuccinate sodium salt